ClC=1C=C(C=CC1)C(C(OC(NC(C(N[C@H](C(C(NCC)=O)OC(C)=O)C[C@H]1C(NCC1)=O)=O)CC1(CCC1)C)=O)C1=CC=CC=C1)(F)F acetic acid (9S)-1-(3-chlorophenyl)-1,1-difluoro-6-((1-methylcyclobutyl) methyl)-4,7,11-trioxo-9-(((S)-2-oxopyrrolidin-3-yl) methyl)-2-phenyl-3-oxa-5,8,12-triazatetradec-10-yl ester